3-(5-(2,6-dichlorophenyl)-1,3,4-oxadiazol-2-yl)-5-(1-(piperidin-4-yl)-1H-pyrazol-4-yl)pyridin-2-amine ClC1=C(C(=CC=C1)Cl)C1=NN=C(O1)C=1C(=NC=C(C1)C=1C=NN(C1)C1CCNCC1)N